O.S(=O)(=O)([O-])[O-].[Os+4].[K+] potassium osmium sulfate monohydrate